6-fluoro-N2-(2,4-difluorophenyl)-N4-(5-cyclopropyl-1H-pyrazol-3-yl)quinazoline-2,4-diamine FC=1C=C2C(=NC(=NC2=CC1)NC1=C(C=C(C=C1)F)F)NC1=NNC(=C1)C1CC1